NCC=1C=C(C=CC1)N1N=C(C=C1C(=O)NC1=C(C=CC(=C1)C(C1=CC=CC=C1)OCC)F)C(F)(F)F 1-(3-(aminomethyl)phenyl)-N-(5-(ethoxy(phenyl)methyl)-2-fluorophenyl)-3-(trifluoromethyl)-1H-pyrazole-5-carboxamide